(3R,6S)-1-(2-(2-chloro-4-fluorophenyl)acetyl)-N-hydroxy-6-methylpiperidine-3-carboxamide ClC1=C(C=CC(=C1)F)CC(=O)N1C[C@@H](CC[C@@H]1C)C(=O)NO